BrC1=C(C(=C2CCCC2=C1)F)C=O 6-bromo-4-fluoro-2,3-dihydro-1H-indene-5-carbaldehyde